F[C@@H](C1=CC2=C(SC(=C2)C(=O)OCC=C)C=C1)P(=O)(OC1=CC=CC=C1)N[C@H](C(OCCC)=O)C allyl 5-((1R)-fluoro((((S)-1-oxo-1-propoxypropan-2-yl)amino)(phenoxy)phosphoryl) methyl)benzo[b]thiophene-2-carboxylate